C(C)(=O)C1=C(NC=2CCCC(C2C1C=1C2=C(SC1)C=CC=C2)=O)C 3-acetyl-4-(benzo[b]thiophen-3-yl)-2-methyl-4,6,7,8-tetrahydroquinolin-5(1H)-one